(7-Azabenzotriazol-1-yloxy)tripyrrolidino-phosphonium hexafluorophosphate F[P-](F)(F)(F)(F)F.N1(N=NC2=C1N=CC=C2)O[P+](N2CCCC2)(N2CCCC2)N2CCCC2